CC=1N=C(SC1S(=O)(=O)N1CCN(CC1)C[C@H](C)NC1=NC=NC2=C(C=CC=C12)C)NC(OC)=O methyl N-[4-methyl-5-({4-[(2S)-2-[(8-methylquinazolin-4-yl)amino]propyl]piperazin-1-yl} sulfonyl)-1,3-thiazol-2-yl]carbamate